C(#N)[C@H](CC=1SC(=CC1)C1=CC=C2CC(N(C2=C1)C)=O)NC(=O)[C@H]1OCCCN(C1)C(=O)[O-] (S)-2-(((S)-1-cyano-2-(5-(1-methyl-2-oxoindolin-6-yl)thiophen-2-yl) Ethyl)carbamoyl)-1,4-oxazepane-4-carboxylate